C(C)(C)(C)OC(=O)N(CC(=O)O)CCC1=CC=CC=C1 N-(tert-Butoxycarbonyl)-N-phenethylglycine